N-(Octadecanoyloxymethoxy-carbonyl)-(-)-N-ethyl-3-phenylbicyclo[2.2.1]heptan-2-amine C(CCCCCCCCCCCCCCCCC)(=O)OCOC(=O)N(C1C2CCC(C1C1=CC=CC=C1)C2)CC